NC=1C=2N(C=CN1)C(=NC2C2=CC=C(C=C2)[C@](C)(O)C2=CC(=CC=C2)C(C)(C)C)[C@H]2CN1C(CC[C@@H]1CC2)=O (6R,8aS)-6-(8-amino-1-{4-[(1S)-1-(3-tert-butylphenyl)-1-hydroxyethyl]phenyl}imidazo[1,5-a]pyrazin-3-yl)hexahydroindolizin-3(2H)-one